O=C1NC(CCC1NC1=CC=C(C=C1)C1CCN(CC1)C(=O)O)=O 4-[4-[(2,6-dioxo-3-piperidinyl)amino]phenyl]piperidine-1-carboxylic acid